methyl-1,3-phenylenedi(4-methylbenzenesulfonate) COS(=O)(=O)C1=C(C=C(C=C1)C)C1=CC(=CC=C1)C1=C(C=CC(=C1)C)S(=O)(=O)[O-]